3-Bromo-4-cyclopropylbenzoic acid methyl ester COC(C1=CC(=C(C=C1)C1CC1)Br)=O